FC=1C=NC(=NC1)C=O 5-FLUORO-PYRIMIDINE-2-CARBALDEHYDE